C(C1=CC=CC=C1)OC=1C=C2C(=NC(=NC2=CC1OC)Cl)N[C@H](C)C1=C(C(=CC=C1)C(F)(F)F)C 6-(benzyloxy)-2-chloro-7-methoxy-N-[(1R)-1-(2-methyl-3-(trifluoromethyl)phenyl)ethyl]Quinazolin-4-amine